4-propylanisole C(CC)C1=CC=C(C=C1)OC